7-((5-chloro-2-((2-methoxy-4-(4-methylpiperazin-1-yl)phenyl)amino)pyrimidin-4-yl)amino)isoindolin-1-one ClC=1C(=NC(=NC1)NC1=C(C=C(C=C1)N1CCN(CC1)C)OC)NC=1C=CC=C2CNC(C12)=O